(4R,5R)-4,5-dimethyl-1,3,2-dioxathiane 2-oxide C[C@H]1OS(OC[C@H]1C)=O